C(CCCCCCC)C1N2C(OCC2(CO1)CC)CCCCCCCC 1-Aza-3,7-dioxa-2,8-dioctyl-5-ethyl-bicyclo[3.3.0]octan